(7R,14R)-1-(difluoromethoxy)-10-fluoro-11-(2-((2S*)-hydroxybutan-2-yl)pyrimidin-5-yl)-6,7-dihydro-7,14-methanobenzo[f]benzo[4,5]imidazo[1,2-a][1,4]diazocin-5(14H)-one FC(OC1=CC=CC=2C(N[C@H]3C=4N([C@@H](C21)C3)C3=C(N4)C=C(C(=C3)C=3C=NC(=NC3)[C@@H](C)CCO)F)=O)F |o1:29|